5-Fluoro-6-(2-methoxyethoxy)-3-[3-(6-methoxypyridin-3-yl)-isoxazol-5-yl]-1H-indazol FC=1C=C2C(=NNC2=CC1OCCOC)C1=CC(=NO1)C=1C=NC(=CC1)OC